ClC=1C(=NC(=NC1)NC1CCOCC1)C1=CC=C2CN(C(C2=C1)=O)CC(=O)N[C@H]1CCCC2=CC=CC=C12 2-(6-{5-chloro-2-[(oxacyclohex-4-yl)amino]pyrimidin-4-yl}-1-oxo-2,3-dihydro-1H-isoindol-2-yl)-N-[(1S)-1,2,3,4-tetrahydronaphthalen-1-yl]acetamide